((R)-4-(6-aminopyrazin-2-yl)morpholin-2-yl)((S)-6,8-dichloro-1-methyl-3,4-dihydroisoquinolin-2(1H)-yl)methanone NC1=CN=CC(=N1)N1C[C@@H](OCC1)C(=O)N1[C@H](C2=C(C=C(C=C2CC1)Cl)Cl)C